3-(1-hydroxyethyl)-N-(2-((R)-1-methylpyrrolidin-2-yl)-1H-pyrrolo[3,2-c]pyridin-6-yl)imidazo[1,5-a]pyridine-7-carboxamide OC(C)C1=NC=C2N1C=CC(=C2)C(=O)NC2=CC1=C(C=N2)C=C(N1)[C@@H]1N(CCC1)C